2-methylhept-1-ene CC(=C)CCCCC